diethyl (4s,5s)-2,2-dimethyl-1,3-dioxolane-4,5-dicarboxylate CC1(O[C@@H]([C@H](O1)C(=O)OCC)C(=O)OCC)C